C1(=CC=C(C=C1)C1=NC(=NC(=N1)C1=CC=C(C=C1)C1=CC=CC=C1)C1=CC=CC2=C1C1=CC=CC=C1C21C=2C=CC=CC2C2=C1OC=C2)C2=CC=CC=C2 2,4-di([1,1'-biphenyl]-4-yl)-6-(spiro[fluorene-9,8'-indeno[2,1-b]furan]-4-yl)-1,3,5-triazine